4-(4-fluorophenyl)-2-methyl-5,7-dihydro-6H-pyrrolo[3,4-d]pyrimidine-6-carbonitrile FC1=CC=C(C=C1)C=1C2=C(N=C(N1)C)CN(C2)C#N